S(C)(=O)(=O)[O-].S(C)(=O)(=O)[O-].NC1CCN(CC1)C1=C(C=NC2=CC=C(C=C12)C=1C(=C(C#N)C=CC1)O)C1=CC(=CC(=C1)F)F.[S+2].[Sr+2] strontium sulfur 3-(4-(4-aminopiperidin-1-yl)-3-(3,5-difluorophenyl)quinolin-6-yl)-2-hydroxybenzonitrile dimesylate